FC1=CC(=CC=C1)C 2-fluoro-6-methylbenzene